2-(2-((5-(1-aminoisoquinolin-5-yl)-2-(1-isopentylpiperidin-4-yl)-2H-indazol-3-yl)methoxy)phenyl)acetic acid NC1=NC=CC2=C(C=CC=C12)C1=CC2=C(N(N=C2C=C1)C1CCN(CC1)CCC(C)C)COC1=C(C=CC=C1)CC(=O)O